C1(CCCC1)CN1C[C@@H](CCC1)N1C(NC2=C1C=C(C(=C2)C=2C=C(C=1N(C2)N=CN1)OC)C(C)C)=O (R)-1-(1-(Cyclopentylmethyl)piperidin-3-yl)-6-isopropyl-5-(8-methoxy-[1,2,4]triazolo[1,5-a]pyridin-6-yl)-1,3-dihydro-2H-benzo[d]imidazol-2-on